CC1=C2COC(C2=CC=C1[C@H]1N[C@H](CN(C1)CC=1N=CN(C1)C=1C=NC(=CC1)C)C)=O 4-methyl-5-((2R,6S)-6-methyl-4-((1-(6-methylpyridin-3-yl)-1H-imidazol-4-yl)methyl)piperazin-2-yl)isobenzofuran-1(3H)-one